N1CC(C1)C12CC(C1)(C2)C2=NN=C(N2)C2CC2 3-[3-(azetidin-3-yl)-1-bicyclo[1.1.1]pentanyl]-5-cyclopropyl-4H-1,2,4-triazole